NC=1C=C(C(=O)O)C=CC1 3-amino-benzoic acid